FC(CN1N=C(N=C1)C=1C(=CC(=C(C1)NC(=O)C=1C=NN2C1C=CC=C2)C)F)F N-[5-[1-(2,2-Difluoroethyl)-1,2,4-triazol-3-yl]-4-fluoro-2-methylphenyl]pyrazolo[1,5-a]pyridine-3-carboxamide